COC(CCCCCCC\C=C/CC)=O (Z)-9-dodecenoic acid methyl ester